OC=1C=C(C=CC1OC)C=1C=C2N(C=CN=C2C2=CC(=C(C(=C2)OC)OC)OC)C1 7-(3-hydroxy-4-methoxyphenyl)-1-(3,4,5-trimethoxyphenyl)pyrrolo[1,2-a]pyrazine